N[C@]1(CN(CC1)C1=C(C(=CC(=C1)Cl)Br)CN1C2=NC=NC(=C2N=C1)N)COCC(=O)NC1CC1 (R)-2-((3-amino-1-(2-((6-amino-9H-purin-9-yl)methyl)-3-bromo-5-chlorophenyl)pyrrolidin-3-yl)methoxy)-N-cyclopropylacetamide